C(C)N1C(=CC=C1)C(=O)O.C(C)N1C(=CC=C1CCCC1=CC=CC=C1)C(=O)O.O1C[C@@H](OC2=NC=CC=C21)C2=CC=C(CN1C[C@H](CC1)O)C=C2 (3S)-1-{4-[(3S)-2,3-dihydro[1,4]dioxino[2,3-b]pyridin-3-yl]benzyl}pyrrolidin-3-ol ethyl-5-(3-phenylpropyl)-1H-pyrrole-2-carboxylate ethyl-1H-pyrrole-2-carboxylate